tert-butyl ((S)-1-(((1s,4R)-4-(2-(benzyloxy)phenyl)cyclohexyl)oxy)-3-oxopropan-2-yl)carbamate C(C1=CC=CC=C1)OC1=C(C=CC=C1)C1CCC(CC1)OC[C@@H](C=O)NC(OC(C)(C)C)=O